(3R)-3-amino-5-[(4-chlorophenyl)methyl]-8-fluoro-1,1-dioxo-7-[2-[(3S)-1-methylpyrrolidin-3-yl]tetrazol-5-yl]-2,3-dihydro-1λ6,5-benzothiazepin-4-one N[C@H]1CS(C2=C(N(C1=O)CC1=CC=C(C=C1)Cl)C=C(C(=C2)F)C=2N=NN(N2)[C@@H]2CN(CC2)C)(=O)=O